pyridylporphyrin oxide N1=C(C=CC=C1)C1=C2[NH+](C(=C1)C=C1C=CC(=N1)C=C1C=CC(N1)=CC=1C=CC(N1)=C2)[O-]